decyl (5-(dioctylamino)pentyl) phosphate P(=O)(OCCCCCCCCCC)(OCCCCCN(CCCCCCCC)CCCCCCCC)[O-]